C(C)OCOC1=C(C=CC(=C1)C#C)C1=C(C=C(N=N1)NC1CC(C1)(O)C)C (Cis)-3-((6-(2-(ethoxymethoxy)-4-ethynylphenyl)-5-methylpyridazin-3-yl)amino)-1-methylcyclobutan-1-ol